ClC=1C=C(C=C(C1)NS(=O)(=O)C)NC(=O)C1=CN(C(=C1)C1=NC=C(C=C1)N1CCCC1)C N-(3-chloro-5-(methylsulfonamido)phenyl)-1-methyl-5-(5-(pyrrolidin-1-yl)pyridin-2-yl)-1H-pyrrole-3-carboxamide